(1R,2S,5S)-N-[2-amino-2-oxo-1-[(2-oxo-1-piperidyl)methyl]ethyl]-3-[(2S)-3,3-dimethyl-2-[(2,2,2-trifluoroacetyl)amino]butanoyl]-6,6-dimethyl-3-azabicyclo[3.1.0]hexane-2-carboxamide NC(C(CN1C(CCCC1)=O)NC(=O)[C@@H]1[C@H]2C([C@H]2CN1C([C@H](C(C)(C)C)NC(C(F)(F)F)=O)=O)(C)C)=O